Cl/C(/C=C/C(=O)O)=C\C(=O)O 4-chloromuconic acid